4-epoxycyclohexylmethyl 3,4-epoxycyclohexanecarboxylate C1(CC2C(CC1)O2)C(=O)OCC2CC1C(CC2)O1